3-({[1-methyl-3-(methylsulfonyl)-1H-indol-2-yl]acetyl}amino)-1H-pyrazol CN1C(=C(C2=CC=CC=C12)S(=O)(=O)C)CC(=O)NC1=NNC=C1